4-Ethyl-2,5,6-trimethylphenol C(C)C1=CC(=C(C(=C1C)C)O)C